N-(6-chloropyridin-3-yl)-6-((1-(2,2,2-trifluoroethyl)azetidin-3-yl)oxy)isoquinolin-1-amine ClC1=CC=C(C=N1)NC1=NC=CC2=CC(=CC=C12)OC1CN(C1)CC(F)(F)F